4-Formyl-Phenyl-Boronic Acid C(=O)C1=CC=C(C=C1)B(O)O